[4-[1-(2,6-Dioxopiperidin-3-yl)-3-methyl-2-oxo-1,3-benzodiazol-5-yl]but-3-yn-1-yl]carbamic acid tert-butyl ester C(C)(C)(C)OC(NCCC#CC1=CC2=C(N(C(N2C)=O)C2C(NC(CC2)=O)=O)C=C1)=O